6-cyclopropaneamido-4-[(2-methoxy-3-{4H,5H,6H,7H-pyrazolo[1,5-a]pyrazin-2-yl}phenyl)amino]-N-(2H3)methylpyridazine-3-carboxamide hydrogen chloride Cl.C1(CC1)C(=O)NC1=CC(=C(N=N1)C(=O)NC([2H])([2H])[2H])NC1=C(C(=CC=C1)C1=NN2C(CNCC2)=C1)OC